C(=CCCCCCCCCCCCCCCCC)N1C(=C(C(C2=C(C=C(C=C12)OCC)OCC)=O)OCC)C1=CC(=C(C=C1)OCC)OCC N-octadecenyl-2-(3,4-diethoxyphenyl)-3,5,7-triethoxyquinolin-4-one